C(C=C)(=O)N1CCO[C@@H](C1)C (2R,6R)-4-acryloyl-6-methylmorpholin